1-((2R,3R,4R,5R)-4-((tert-butyldimethylsilyl)oxy)-3-fluoro-5-(((2-sulfido-1,3,2-dithiaphospholan-2-yl)oxy)methyl)tetrahydrofuran-2-yl)-5-methylpyrimidine-2,4(1H,3H)-dione [Si](C)(C)(C(C)(C)C)O[C@H]1[C@H]([C@@H](O[C@@H]1COP1(SCCS1)=S)N1C(NC(C(=C1)C)=O)=O)F